tert-Butyl 3-(4-(methylsulfinyl)-7-(thiazol-2-yl)benzo[d]oxazol-2-yl)-3,6-diazabicyclo[3.1.1]heptane-6-carboxylate CS(=O)C1=CC=C(C2=C1N=C(O2)N2CC1N(C(C2)C1)C(=O)OC(C)(C)C)C=1SC=CN1